5,6,7,8-tetrahydroacridine C1=CC=CC2=NC=3CCCCC3C=C12